FC(C=C(C(C)(O)C)I)(C(C(C(F)(F)F)(F)F)(F)F)F 5,5,6,6,7,7,8,8,8-nonafluoro-3-iodo-2-methyl-3-octen-2-ol